OC1=C(C=CC=C1)C(=O)C1CCCCC1 hydroxy-cyclohexyl-phenyl-methanone